4-(1-(2-Chloro-4-((3-methylazetidin-1-yl)methyl)phenyl)-1H-imidazol-4-yl)-N-((3R,4S)-3-fluoro-1-(methylsulfonyl)piperidin-4-yl)-5-(trifluoromethyl)pyrimidin-2-amine ClC1=C(C=CC(=C1)CN1CC(C1)C)N1C=NC(=C1)C1=NC(=NC=C1C(F)(F)F)N[C@@H]1[C@@H](CN(CC1)S(=O)(=O)C)F